ClC1=C2CCN(C(C2=C(C2=C1CC(O2)(C)C2CCC(CC2)N(C)C)C)=O)CC=2C(NC(=CC2C)C)=O 4-chloro-7-((4,6-dimethyl-2-oxo-1,2-dihydropyridin-3-yl)methyl)-2-(4-(dimethylamino)cyclohexyl)-2,9-dimethyl-2,3,6,7-tetrahydrofuro[3,2-g]isoquinolin-8(5H)-one